FC(S(=O)(=O)C1OC2=C(C1)C=CC=C2N)F ((difluoromethyl)sulfonyl)-2,3-dihydrobenzofuran-7-amine